α-bromoacrylnitrile BrC(C#N)=C